hex-ane-1,2-diol C(C(CCCC)O)O